(1aR,5aR)-2-(2,4-Difluoro-phenyl)-1a,2,5,5a-tetrahydro-1H-2,3-diaza-cyclopropa[a]pentalene-4-carboxylic acid [(R)-1-(2-methoxy-ethyl)-pyrrolidin-3-yl]-amide COCCN1C[C@@H](CC1)NC(=O)C=1C=2C[C@@H]3[C@H](C2N(N1)C1=C(C=C(C=C1)F)F)C3